N-(7-chloro-quinolin-8-yl)-3-(dimethyl-amino)pyrazine-2-sulfonamide ClC1=CC=C2C=CC=NC2=C1NS(=O)(=O)C1=NC=CN=C1N(C)C